The molecule is a streptothricin in which the peptide side-chain consists of 3 units of beta-lysine. It has a role as an antimicrobial agent. It is a conjugate base of a streptothricin D(5+). C1[C@H]([C@@H]2[C@@H](C(=O)N1)N=C(N2)N[C@H]3[C@@H]([C@@H]([C@H]([C@H](O3)CO)OC(=O)N)O)NC(=O)C[C@H](CCCNC(=O)C[C@H](CCCNC(=O)C[C@H](CCCN)N)N)N)O